(2S)-2-((dimethylamino)methyl)-1-(4-fluorophenyl)cyclohexan-1-ol CN(C)C[C@H]1C(CCCC1)(O)C1=CC=C(C=C1)F